C(C)(C)(C)OC(=O)NC=1SC(=C(N1)C(=O)OC)CCCOC1=C(C=C(C=C1)I)F Methyl 2-(tert-butoxycarbonylamino)-5-[3-(2-fluoro-4-iodo-phenoxy)propyl]thiazole-4-carboxylate